BrC1=C(C=C2C(=C1)N(C(C21CCOCC1)=O)C)C(=O)OC methyl 6-bromo-1-methyl-2-oxo-spiro[indoline-3,4'-tetrahydropyran]-5-carboxylate